1-aminoethyl-3-methylimidazolium glycine salt NCC(=O)[O-].NC(C)C=1NC=C[N+]1C